butyl methacrylate (2-dimethylaminoethyl)-methacrylate CN(CCOC(C(=C)C)=O)C.C(C(=C)C)(=O)OCCCC